ClC1=C(C(=CC=C1)O)C1=C(C2=C(CN3[C@@H](CO2)CN(CC3)C(=O)OC(C)(C)C)C(=C1)OCCN(C)C)F Tert-butyl (12aR)-9-{2-chloro-6-hydroxyphenyl}-7-[2-(dimethylamino)ethoxy]-10-fluoro-3,4,12,12a-tetrahydro-6H-pyrazino[2,1-c][1,4]benzoxazepine-2(1H)-carboxylate